7-(8-ethynylnaphthalen-1-yl)-8-fluoro-2-(((2R,7aS)-2-fluorotetrahydro-1H-pyrrolizin-7a(5H)-yl)methoxy)-4-(2,7-diazaspiro[3.5]nonan-2-yl)pyrido[4,3-d]pyrimidine C(#C)C=1C=CC=C2C=CC=C(C12)C1=C(C=2N=C(N=C(C2C=N1)N1CC2(C1)CCNCC2)OC[C@]21CCCN1C[C@@H](C2)F)F